6'-fluoro-1'H-[1,2'-bibenzo[d]imidazole]-5-carbonitrile FC=1C=CC2=C(NC(=N2)N2C=NC3=C2C=CC(=C3)C#N)C1